C(C)(C)(C)OC(=O)N[C@@H]1[C@H](CCCC1)N(C(=O)[C@@H](CC(=O)OC(C)(C)C)CC=O)C tert-Butyl (R)-3-(((1S,2S)-2-((tert-butoxycarbonyl)amino)cyclohexyl)(methyl)carbamoyl)-5-oxopentanoate